N1CCCC2=C(C=CC=C12)C1CCN(CC1)C(=O)OC(C)(C)C tert-butyl 4-(1,2,3,4-tetrahydroquinolin-5-yl)piperidine-1-carboxylate